C(CCC)[C@H]1N(S(C2=C(N(C1)CC1CC1)C=C(C(=C2)O\C=C(\C(=O)O)/F)SC)(=O)=O)C (R,Z)-3-((3-butyl-5-(cyclopropylmethyl)-2-methyl-7-(methylthio)-1,1-dioxido-2,3,4,5-tetrahydrobenzo[f][1,2,5]thiadiazepin-8-yl)oxy)-2-fluoroacrylic acid